6-hydroxy-3,4-dihydro-2H-quinoline-1-carboxylic acid tert-butyl ester C(C)(C)(C)OC(=O)N1CCCC2=CC(=CC=C12)O